(1-cyclopropylethoxy)-2,2-dimethyl-N-(6-(1-methyl-1H-pyrazol-4-yl)pyridin-2-yl)-2,3-dihydrofuro[2,3-b]pyridine-5-carboxamide C1(CC1)C(C)OC1C(OC2=NC=C(C=C21)C(=O)NC2=NC(=CC=C2)C=2C=NN(C2)C)(C)C